FC=1C=C2CC(CC2=CC1F)NC1=NC=C(C=N1)C1=NNC(O1)=O 5-(2-((5,6-difluoro-2,3-dihydro-1H-inden-2-yl)amino)pyrimidin-5-yl)-1,3,4-oxadiazol-2(3H)-one